4,4-bis(hydroxymethyl)-1,3-oxazol OCC1(N=COC1)CO